(S)-4-benzyl-N-(7-(3-hydroxy-3-methylbut-1-yn-1-yl)-5-methyl-4-oxo-2,3,4,5-tetrahydrobenzo[b][1,4]oxazepin-3-yl)-1H-pyrazole-1-carboxamide C(C1=CC=CC=C1)C=1C=NN(C1)C(=O)N[C@@H]1C(N(C2=C(OC1)C=CC(=C2)C#CC(C)(C)O)C)=O